1-(tert-butyl)-3-(3-(phenylthio)phenyl)-5-methyl-pyrazole-4-ol C(C)(C)(C)N1N=C(C(=C1C)O)C1=CC(=CC=C1)SC1=CC=CC=C1